CN1C=NC2=C1C(=CC=C2)S(=O)(=O)CCC(=O)N2CCN(CC2)C2=NC=C(C=C2)C(F)(F)F 3-[(1-methyl-1H-1,3-benzodiazol-7-yl)sulfonyl]-1-{4-[5-(trifluoromethyl)pyridin-2-yl]piperazin-1-yl}propan-1-one